O1CCN(CC1)CCCNC(=O)C1=NC=CN=C1 N-(3-morpholinopropyl)pyrazine-2-carboxamide